(R)-2-((S)-1,2-dihydroxyethyl)-4-hydroxy-5-oxo-2,5-dihydrofuran-3-ol sodium salt [Na].O[C@@H](CO)[C@H]1OC(C(=C1O)O)=O